NC1=NC=C(C2=C1C=NN2)NC(=O)C(=O)N(CC2OCCCC2)CC2=CC=CC=C2 N-(4-amino-1H-pyrazolo[4,3-c]pyridin-7-yl)-N'-benzyl-N'-(tetrahydropyran-2-ylmethyl)oxamide